4a-(2,3-Difluorophenyl)hexahydro-2H-benzo[b][1,4]oxazin-3(4H)-one FC1=C(C=CC=C1F)C12C(OCC(N1)=O)CCCC2